COC(=O)C=1C=CC2=CN(N=C2C1)CC1=CC(=CC=C1)OCC1=CC=CC=C1 2-(3-Benzyloxybenzyl)-2H-indazole-6-carboxylic acid methyl ester